FC1=CC=C(C=C1)S(=O)(=O)C(C(=O)C1=CC=CC=C1)SC1=CC=CC=C1 2-((4-fluorophenyl)sulfonyl)-1-phenyl-2-(phenylthio)ethan-1-one